tert-butyl 4-(1-(4,4-difluorocyclohexyl)-1H-1,2,3-triazol-4-yl)piperidine-1-carboxylate FC1(CCC(CC1)N1N=NC(=C1)C1CCN(CC1)C(=O)OC(C)(C)C)F